tert-butyl 3-(2-(3-(aminomethyl)phenoxy)ethyl)piperidine-1-carboxylate NCC=1C=C(OCCC2CN(CCC2)C(=O)OC(C)(C)C)C=CC1